2-cyclobutyl-1-methyl-5-phenyl-1H-imidazole C1(CCC1)C=1N(C(=CN1)C1=CC=CC=C1)C